2-(6a-methyl-6,6a,7,8,9,10-hexahydro-5H-pyrazino[1',2':4,5]pyrazino[2,3-c]pyridazin-2-yl)phenol CC12N(C=3C(=NN=C(C3)C3=C(C=CC=C3)O)NC1)CCNC2